5-(2,2-diaminopiperazin-1-yl)-2,3-dihydro-1,4-benzodioxine NC1(N(CCNC1)C1=CC=CC=2OCCOC21)N